(S)-6-chloro-2-(2-methoxy-6-(trifluoromethyl)pyrimidin-4-yl)-1-(((R)-tetrahydro-2H-pyran-3-yl)methyl)-2,3,4,9-tetrahydro-1H-pyrido[3,4-b]indole ClC=1C=C2C3=C(NC2=CC1)[C@@H](N(CC3)C3=NC(=NC(=C3)C(F)(F)F)OC)C[C@@H]3COCCC3